ethyl (R)-6-chloro-5-(2-oxo-2-((1,1,1-trifluoroprop-2-yl) amino) acetyl)-2,3-dihydro-1H-pyrrolizine-7-carboxylate ClC1=C(N2CCCC2=C1C(=O)OCC)C(C(N[C@@H](C(F)(F)F)C)=O)=O